3-hydroxyphthalonitrile OC1=C(C(C#N)=CC=C1)C#N